The molecule is the simplest member of the class of phenylethanolamines that is 2-aminoethanol bearing a phenyl substituent at the 1-position. The parent of the phenylethanolamine class. It has a role as a human metabolite. It is a conjugate base of a phenylethanolaminium. C1=CC=C(C=C1)C(CN)O